4-(2-acryloyl-7-oxo-2,6-diazaspiro[3.4]octan-6-yl)-6-(5-methyl-1H-indazol-4-yl)-2-(((S)-1-methylpyrrolidin-2-yl)methoxy)pyrimidine-5-carbonitrile C(C=C)(=O)N1CC2(C1)CN(C(C2)=O)C2=NC(=NC(=C2C#N)C2=C1C=NNC1=CC=C2C)OC[C@H]2N(CCC2)C